CC=1C=C(C=CC1C(C)C)O 3-methyl-4-(1-methyl-ethyl)phenol